(4-methoxycyclohex-1-en-1-yl)-4,4,5,5-tetramethyl-1,3,2-dioxaborolane COC1CC=C(CC1)B1OC(C(O1)(C)C)(C)C